ferrocene-isophthalamide [C-]1(C=CC=C1)C1=CC=C(C=C1C(=O)N)C(=O)N.[CH-]1C=CC=C1.[Fe+2]